Cl.C1NCC12CC(C2)OC(=O)N2C=CC1=C2N=CN=C1N(C)[C@H]1CN(CC[C@H]1C)C(CC#N)=O 4-(((3r,4r)-1-(2-cyanoacetyl)-4-methylpiperidin-3-yl)(methyl)amino)-7H-pyrrolo[2,3-d]pyrimidine-7-carboxylic acid 2-azaspiro[3.3]hept-6-yl ester hydrochloride